3,6-bis(5-bromothiophen-2-yl)-2,5-bis(octadecyl)pyrrolo[3,4-c]pyrrole-1,4-dione BrC1=CC=C(S1)C=1N(C(C2=C(N(C(C21)=O)CCCCCCCCCCCCCCCCCC)C=2SC(=CC2)Br)=O)CCCCCCCCCCCCCCCCCC